tert-butyl 3-(pyridin-4-yl)-2-(4-((trifluoromethyl)thio)phenyl)-6,7-dihydropyrazolo[1,5-a]pyrazine-5(4H)-carboxylate N1=CC=C(C=C1)C=1C(=NN2C1CN(CC2)C(=O)OC(C)(C)C)C2=CC=C(C=C2)SC(F)(F)F